3,3'-dithiobis(propionyl-hydrazine) C(CCSSCCC(=O)NN)(=O)NN